7-(6-(2,5-difluorophenyl)-6-hydroxy-6-(1-methyl-2-oxo-1,2-dihydropyridin-3-yl)hexa-1,3-diyn-1-yl)pyrazolo[1,5-a]pyridine-5-carboxamide FC1=C(C=C(C=C1)F)C(CC#CC#CC1=CC(=CC=2N1N=CC2)C(=O)N)(C=2C(N(C=CC2)C)=O)O